4H-chromen-4-ol O1C=CC(C2=CC=CC=C12)O